NC1=C(C(=O)O)C=C(C=C1)OCCCCS(=O)(=O)O 2-amino-5-(4-sulfobutoxy)benzoic acid